OC1=C(C=CC(=C1)C(F)(F)F)C1=C(C=C(N=N1)C(=NO)C1CN(CCC1)C)C (6-(2-hydroxy-4-(trifluoromethyl)phenyl)-5-methylpyridazin-3-yl)(1-methylpiperidin-3-yl)methanone oxime